2-[1-[4-[(2,6-dioxo-3-piperidyl)amino]-2,5-difluoro-phenyl]-4-hydroxy-4-piperidyl]acetic acid O=C1NC(CCC1NC1=CC(=C(C=C1F)N1CCC(CC1)(O)CC(=O)O)F)=O